COC=1C(=CC2=C(N(C(=N2)N2C[C@@H](CCC2)NC2=NC=C(C=N2)C(F)(F)F)C)C1)N (R)-6-methoxy-1-methyl-2-(3-((5-(trifluoromethyl)pyrimidin-2-yl)amino)piperidin-1-yl)-1H-benzo[d]imidazol-5-amine